6-tert-butyl-2-(2-pyridylmethoxy)pyridin-3-carboxamid C(C)(C)(C)C1=CC=C(C(=N1)OCC1=NC=CC=C1)C(=O)N